5-(2-(4-(Benzyloxy)pyridin-2-yl)-1H-pyrrolo[2,3-b]pyridin-4-yl)-1H-indazol-3-amine C(C1=CC=CC=C1)OC1=CC(=NC=C1)C1=CC=2C(=NC=CC2C=2C=C3C(=NNC3=CC2)N)N1